2,6-dimethoxy-4-(2-methoxypropan-2-yl)benzene-1-sulfonyl chloride COC1=C(C(=CC(=C1)C(C)(C)OC)OC)S(=O)(=O)Cl